C12CNCC2C1N1C=NC2=CC=C(C=C2C1=O)OC1=C(C(=CC=C1F)NS(N(C)CC)(=O)=O)C#N 3-(3-azabicyclo[3.1.0]hexan-6-yl)-6-[2-cyano-3-[[ethyl(methyl)sulfamoyl]amino]-6-fluoro-phenoxy]-4-oxo-quinazoline